Cl.ClC1=C(C(=O)OC)C=CC=C1NN methyl 2-chloro-3-hydrazinobenzoate hydrochloride